4-(piperidin-4-yl)morpholin-3-one N1CCC(CC1)N1C(COCC1)=O